O=C1N[C@@H]2CC[C@H]3[C@@H]4CC[C@@H]([C@@]4(C)CC[C@@H]3[C@]2(C=C1)C)C(=O)NC=1C=C(C=CC1)N1CCCCC1 1-(3-(3-oxo-4-aza-5α-androst-1-ene-17β-carboxamido)phenyl)piperidine